FC1=C(NC2=CC=CC=C12)Cl fluoro-chloro-indole